N-(1-isopropylpiperidin-4-yl)-6-methoxy-2-(piperidin-1-yl)-7-(3-(pyrrolidin-1-yl)propoxy)quinazolin-4-amine C(C)(C)N1CCC(CC1)NC1=NC(=NC2=CC(=C(C=C12)OC)OCCCN1CCCC1)N1CCCCC1